C(C)O[Si](CCC(C(C(C(C(C(F)(F)F)(F)F)(F)F)(F)F)(F)F)(F)F)(OCC)OCC triethoxy(3,3,4,4,5,5,6,6,7,7,8,8,8-tridecafluoro-1-octyl)silane